6-[tert-butoxycarbonyl(methyl)amino]-4,5,6,7-tetrahydrobenzothiophene-3-carboxylic acid C(C)(C)(C)OC(=O)N(C1CC2=C(C(=CS2)C(=O)O)CC1)C